(2,3-epoxypropyl)-5,5-dimethylhydantoin C(C1CO1)N1C(=O)NC(=O)C1(C)C